(2R,3R,4S,5R,6R)-2-(hydroxymethyl)-8-(pyridin-3-ylmethyl)-4-(4-(3,4,5-trifluorophenyl)-1H-1,2,3-triazol-1-yl)-1-oxa-8-azaspiro[5.5]undecane-3,5-diol OC[C@H]1O[C@@]2([C@@H]([C@H]([C@H]1O)N1N=NC(=C1)C1=CC(=C(C(=C1)F)F)F)O)CN(CCC2)CC=2C=NC=CC2